Tert-butyl (((2-(4-acetylphenyl)-7,7-dimethyl-1,3-dioxo-2,3,5,12b-tetrahydro-1H,7H-chromeno[4,3-c][1,2,4]triazolo[1,2-a]pyridazin-10-yl)oxy)carbonyl)-L-argininate C(C)(=O)C1=CC=C(C=C1)N1C(N2N(CC=C3C2C=2C=CC(=CC2OC3(C)C)OC(=O)N[C@@H](CCCNC(N)=N)C(=O)OC(C)(C)C)C1=O)=O